COC(C1=C(N=CC(=C1)/C=N/O)OC)=O.C(C)(C)C([Ge](N)CC)(C(C)C)C(C)C tris(isopropyl)ethylmethyl-aminogermanium methyl-(E)-5-((hydroxyimino)methyl)-2-methoxynicotinate